2-[2-[[3-chloro-5-fluoro-6-[3-methyl-2,6-dioxo-4-(trifluoromethyl)pyrimidin-1-yl]-2-pyridyl]oxy]phenoxy]acetic acid ClC=1C(=NC(=C(C1)F)N1C(N(C(=CC1=O)C(F)(F)F)C)=O)OC1=C(OCC(=O)O)C=CC=C1